1,1,1-Tri-(4-hydroxyphenyl)-ethane OC1=CC=C(C=C1)C(C)(C1=CC=C(C=C1)O)C1=CC=C(C=C1)O